tert-Butyl(tert-butoxycarbonyl)(5-(4-(cyclopropylsulfonyl)phenyl)-3-(3-(4-(guanidinomethyl)phenyl)isoxazol-5-yl)pyrazin-2-yl)carbamate C(C)(C)(C)OC(N(C1=NC=C(N=C1C1=CC(=NO1)C1=CC=C(C=C1)CNC(=N)N)C1=CC=C(C=C1)S(=O)(=O)C1CC1)C(=O)OC(C)(C)C)=O